[Si](C1=CC=CC=C1)(C1=CC=CC=C1)(C(C)(C)C)OCCS(=O)(=O)CC(CCCC(C(=O)O)(C)C1=CC(=CC=C1)C[C@@H](C(=O)OC)C)(C)C 7-((2-((Tert-Butyldiphenylsilyl)oxy)ethyl)sulfonyl)-2-(3-((S)-3-methoxy-2-methyl-3-oxopropyl)phenyl)-2,6,6-trimethylheptanoic acid